triiodine isophthaloyl chloride C(C1=CC(C(=O)Cl)=CC=C1)(=O)Cl.[I].[I].[I]